C(CCCCC(=O)[O-])(=O)OCC\C=C/CCCC O1-[(Z)-oct-3-enyl] hexanedioate